((3R,5S)-3,5-dimethylpiperazin-1-yl)-N,N-dimethylpyrimidine-5-carboxamide hydrochloride Cl.C[C@@H]1CN(C[C@@H](N1)C)C1=NC=C(C=N1)C(=O)N(C)C